C(CCCCCCCCCCCCCCCC)(=O)OCCCCCCCC\C=C/C[C@H](O)CCCCCC ricinoleyl margarate